4-Amino-5-chloro-N-((1-(4-chlorophenyl)cyclopentyl)methyl)-2-methoxybenzamid NC1=CC(=C(C(=O)NCC2(CCCC2)C2=CC=C(C=C2)Cl)C=C1Cl)OC